NC1=C(C=CC2=CC=CC=C12)CCNC(OC(C)(C)C)=O tert-butyl (2-(1-aminonaphthalen-2-yl)ethyl)carbamate